C1(CC1)N1C=NC2=C1C=CC(=C2)I 1-cyclopropyl-5-iodo-1,3-benzodiazole